C12(CCC(CC1)CC2)COC2=CC=C(C=C2)C(C(C)(C)O)NC(OC(C)(C)C)=O tert-butyl (1-(4-(bicyclo[2.2.2]octan-1-ylmethoxy)phenyl)-2-hydroxy-2-methylpropyl)carbamate